C(C)(C)OC=1C(=NC=CC1)C1=NSC(=N1)NC1=C(C=C(C=N1)N(C(C)=O)C)C(F)(F)F N-(6-(3-(3-isopropoxy-pyridin-2-yl)-1,2,4-thiadiazol-5-ylamino)-5-(trifluoro-methyl)pyridin-3-yl)-N-methylacetamide